1,2,3-Propantriyl-tributanoate C(C(CCCCC(=O)[O-])CCCC(=O)[O-])CCCC(=O)[O-]